5-[[(2S,3S,4S,5R)-3-(3,4-Difluoro-2-methoxy-phenyl)-4,5-dimethyl-5-(trifluoromethyl)tetrahydrofuran-2-carbonyl]amino]pyridin-3-carboxamid FC=1C(=C(C=CC1F)[C@H]1[C@H](O[C@]([C@H]1C)(C(F)(F)F)C)C(=O)NC=1C=C(C=NC1)C(=O)N)OC